4,5-dihydro-2H-spiro[imidazo[1,2-a]quinazoline-1,3'-oxetane] O1CC2(C1)CN=C1N2C2=CC=CC=C2CN1